(S)-2-(methylthio)-1-((S)-2-(5-(p-tolyl)-1H-imidazol-2-yl)piperidin-1-yl)propan-1-one CS[C@H](C(=O)N1[C@@H](CCCC1)C=1NC(=CN1)C1=CC=C(C=C1)C)C